ClC1=NC=C(C(=C1)C1=C(C=NC(=C1)C)C(=O)NC=1SC(=NN1)OC[C@H]1C(OCC1)(C)C)OC (S)-2'-chloro-N-(5-((2,2-dimethyltetrahydrofuran-3-yl)methoxy)-1,3,4-thiadiazol-2-yl)-5'-methoxy-6-methyl-(4,4'-bipyridyl)-3-carboxamide